2,6-dichloro-1,3,5-triazine ClC1=NC(=NC=N1)Cl